4-[6-[(4-bromophenyl)methoxy]-5-cyano-2-(difluoromethyl)pyridine-3-carbonyl]-N-ethyl-piperazine-1-sulfonamide BrC1=CC=C(C=C1)COC1=C(C=C(C(=N1)C(F)F)C(=O)N1CCN(CC1)S(=O)(=O)NCC)C#N